[Si](C1=CC=CC=C1)(C1=CC=CC=C1)(C(C)(C)C)OCC1N(CCOC1)C1=C2N=C(N(C2=NC(=N1)Cl)CC)C1=CC=NC=C1 3-((tert-butyldiphenylsilyloxy)methyl)-4-(2-chloro-9-ethyl-8-(pyridin-4-yl)-9H-purin-6-yl)morpholine